Cl.NC(C(=O)N)=C[C@H]1C(NCC1)=O (S)-2-amino-3-((S)-2-oxopyrrolidin-3-yl)propenamide Hydrogen chloride